hexamethylene glycol phthalate C(C=1C(C(=O)O)=CC=CC1)(=O)O.C(CCCCCO)O